C1(=CC=CC=C1)S(=O)(=O)CC1NC2=C(C=CC=C2C=C1)O 2-phenylsulfonylmethyl-8-hydroxy-1,2-dihydroquinoline